COC(=O)C1(CCC2(C=CC=3CC4C(OCCO4)=C(C23)Br)CC1)NC1=CC(=CC=C1)Cl (1s,4s)-9'-bromo-4-(3-chloroanilino)-2',3',4',5'-tetrahydrospiro[cyclohexane-1,8'-indeno[5,6-b][1,4]dioxine]-4-carboxylic acid methyl ester